OC(COC[C@@H](C(=O)O)NC)(C)C (2S)-3-(2-hydroxy-2-methyl-propoxy)-2-(methylamino)propionic acid